3-methyltetrahydrofuran-2-carbonyl chloride CC1C(OCC1)C(=O)Cl